5-((4-(4,4,5,5-tetramethyl-1,3,2-dioxaborolan-2-yl)phenyl)imino)-5λ6-thiaspiro[2.3]hexane 5-oxide CC1(OB(OC1(C)C)C1=CC=C(C=C1)N=S1(CC2(CC2)C1)=O)C